5-amino-8-(2,6-dimethyl-4-pyridyl)-7-phenyl-2-pyrrolidin-3-yl-[1,2,4]triazolo[4,3-c]pyrimidin-3-one NC1=NC(=C(C=2N1C(N(N2)C2CNCC2)=O)C2=CC(=NC(=C2)C)C)C2=CC=CC=C2